C(CCCCCCC=C)S(=O)(=O)[O-].[Na+] sodium nona-8-ene-1-sulfonate